C(C)(C)(C)N1C[C@H](O[C@@H](C1)CO)C(C)(C)C tert-butyl-(2R,6S)-2-tert-butyl-6-(hydroxymethyl)morpholine